ClC=1C(=NN(C1C(F)(F)F)C)C1=C(C=C(C(=C1)C)Cl)F 4-chloro-3-(4-chloro-2-fluoro-5-methylphenyl)-1-methyl-5-trifluoromethyl-1H-pyrazole